(3S)-7-(6-amino-3-chloro-2-fluorophenyl)-3-(4-(3-fluoro-2-(hydroxymethyl-d2)pyridin-4-yl)-1H-imidazol-2-yl)-2,3,8,8a-tetrahydroindolizin-5(1H)-one NC1=CC=C(C(=C1C1=CC(N2[C@@H](CCC2C1)C=1NC=C(N1)C1=C(C(=NC=C1)C([2H])([2H])O)F)=O)F)Cl